N'-(4-bromo-3-cyano-benzofuran-2-yl)-N,N-dimethyl-formamidine BrC1=CC=CC2=C1C(=C(O2)N=CN(C)C)C#N